ONC(C1=CC=C(C=C1)CN1C=C(C2=CC=CC=C12)CCNC(CCC)=O)=O N-hydroxy-4-((3-(2-butyramidoethyl)-1H-indol-1-yl)methyl)-benzamide